(4,6-difluoro-5-iodo-1,3-phenylene)bis(trimethylsilane) FC1=C(C=C(C(=C1I)F)[Si](C)(C)C)[Si](C)(C)C